C(C)(C)(C)OC(=O)N[C@H](C(=O)O)CCN(CCOCC(F)(F)F)CCCCC1=NC=2NCCCC2C=C1 (S)-2-((tert-butoxycarbonyl)amino)-4-((4-(5,6,7,8-tetrahydro-1,8-naphthyridin-2-yl)butyl)(2-(2,2,2-trifluoroethoxy)ethyl)amino)butanoic acid